CN1N=CC=C1C1=NC=CC(=C1)OCCOC1=CC=C(C#N)C=C1 4-(2-((2-(1-methyl-1H-pyrazol-5-yl)pyridin-4-yl)oxy)ethoxy)benzonitrile